1-[(2S)-2-hydroxypropanoyl]-4-[2-methyl-4-({(1R)-1-[2-methyl-3-(trifluoromethyl)phenyl]ethyl}amino)pyrido[3,4-d]pyrimidin-6-yl]-1,4lambda5-azaphosphinan-4-one O[C@H](C(=O)N1CCP(CC1)(=O)C1=CC2=C(N=C(N=C2N[C@H](C)C2=C(C(=CC=C2)C(F)(F)F)C)C)C=N1)C